CN1CCC(CC1)C=1C(=NC=CC1)N1CCN(CC1)[C@H]1CC2(CN(C2)C(=O)OCC)CC1 (R)-ethyl 6-(4-(3-(1-methylpiperidin-4-yl)pyridin-2-yl)piperazin-1-yl)-2-azaspiro[3.4]octane-2-carboxylate